(2-chlorophenyl)-5-[2-(2-methylpropyl)-1,3-oxazol-5-yl]-1H-pyrazole-3-carboxylate ClC1=C(C=CC=C1)OC(=O)C1=NNC(=C1)C1=CN=C(O1)CC(C)C